2-cyclobutylacetonitrile C1(CCC1)CC#N